C(#N)C(C(=O)O)=CC=1OC2=C(C1)C=CC(=C2)N(C2=CC=CC=C2)C2=CC=CC=C2 2-cyano-3-(6-(diphenylamino)benzofuran-2-yl)acrylic acid